allose O=C[C@H](O)[C@H](O)[C@H](O)[C@H](O)CO